1-(6-(4-(2,3-diaminopyridin-4-yl)-1H-pyrazol-1-yl)nicotinyl)azetidine-3-carbonitrile NC1=NC=CC(=C1N)C=1C=NN(C1)C1=NC=C(CN2CC(C2)C#N)C=C1